[3-[6-[bis(tert-butoxycarbonyl)amino]-5-chloro-3-pyridyl]cyclopentyl] (4-nitrophenyl) carbonate C(OC1CC(CC1)C=1C=NC(=C(C1)Cl)N(C(=O)OC(C)(C)C)C(=O)OC(C)(C)C)(OC1=CC=C(C=C1)[N+](=O)[O-])=O